ClC=1NC(C=2OCCNC2N1)([2H])Cl 2,4-dichloro-7,8-dihydro-6H-pyrimido[5,4-b][1,4]oxazine-4-d